2-carboxy-5,5-dimethylpiperidinium trifluoroacetate salt FC(C(=O)[O-])(F)F.C(=O)(O)C1[NH2+]CC(CC1)(C)C